FC(C=1C=NC=C(C1)CN1CC2(C1)CC(C2)C(=O)N2CCN(CC2)C2=NC=C(C=N2)C(F)(F)F)(F)F 3-(trifluoromethyl)-5-((6-(4-(5-(trifluoromethyl)pyrimidin-2-yl)piperazine-1-carbonyl)-2-azaspiro[3.3]heptane-2-yl)methyl)pyridine